O=C1[C@]2(C=3C(=NC=CC3)N1)CC1=C(SC=C1)C2 (R)-2'-oxo-1',2',4,6-tetrahydrospiro[cyclopenta[b]thiophene-5,3'-pyrrolo[2,3-b]pyridine]